C(C1=CC=CC=C1)SC1=CC2=CC(=CC=C2C=C1)Br benzyl(7-bromonaphthalen-2-yl)sulfane